1-(4-{6-amino-5-[1-(2,6-dichloro-3-fluoro-phenyl)-ethoxy]-pyridin-3-yl}-phenyl)-3-(1-methyl-piperidin-4-yl)-urea NC1=C(C=C(C=N1)C1=CC=C(C=C1)NC(=O)NC1CCN(CC1)C)OC(C)C1=C(C(=CC=C1Cl)F)Cl